COC1=NC2=CC=CC=C2C=C1C1=CN=C(N1)[C@H](COCCCC(C(=O)NC)=O)NC(OC(C)(C)C)=O (R)-tert-butyl (1-(5-(2-methoxyquinolin-3-yl)-1H-imidazol-2-yl)-2-((5-(methylamino)-4,5-dioxopentyl)oxy)ethyl)carbamate